C1(CC1)S(=O)(=O)C=1C=NN(C1)C=1C(=NC=CN1)C(C)NC(C1=CC(=CC(=C1)C(F)(F)F)C(F)(F)F)=O N-[1-[3-(4-cyclopropylsulfonylpyrazol-1-yl)pyrazin-2-yl]ethyl]-3,5-bis(trifluoromethyl)benzamide